C1(CCCCC1)NC1=CC(=C2C(NC(=NC2=C1)CSC1CCOCC1)=O)F 7-(Cyclohexylamino)-5-fluoro-2-(((tetrahydro-2H-pyran-4-yl)thio)methyl)quinazolin-4(3H)-one